CN1N=CC(=C1)C=1N=C(C=2N(C1)N=CC2)C=O 6-(1-methyl-1H-pyrazol-4-yl)pyrazolo[1,5-a]pyrazine-4-carbaldehyde